(2R,3R,4R,5S)-3,4,5-tris(benzyloxy)-2-methyl-1-((4-methyl-1-phenylpiperidin-4-yl)methyl)piperidine C(C1=CC=CC=C1)O[C@@H]1[C@H](N(C[C@@H]([C@H]1OCC1=CC=CC=C1)OCC1=CC=CC=C1)CC1(CCN(CC1)C1=CC=CC=C1)C)C